Cl.CN(CCOC=1C=C2CCNCC2=C(C1)NC)C 6-(2-(Dimethylamino)ethoxy)-N-methyl-1,2,3,4-tetrahydroisoquinolin-8-amine hydrochloride